N-((4,6-dichloropyridin-3-yl)methyl)-2,6-difluoro-3,5-dimethoxyaniline ClC1=C(C=NC(=C1)Cl)CNC1=C(C(=CC(=C1F)OC)OC)F